Methyl (4E,8e)-2-acetyl-5-(hydroxymethyl)-9,13-dimethyltetradeca-4,8,12-trienoate C(C)(=O)C(C(=O)OC)C\C=C(/CC\C=C(\CCC=C(C)C)/C)\CO